5-[(4-ethylphenoxy)methyl]oxazole-2(3H)-thione C(C)C1=CC=C(OCC2=CNC(O2)=S)C=C1